ClC=1C=C(C=CC1Cl)N1N=C(C2=C1CC([C@H]2O)(F)F)C(F)(F)F (4S)-1-(3,4-dichlorophenyl)-5,5-difluoro-3-(trifluoromethyl)-4,6-dihydrocyclopenta[c]pyrazol-4-ol